CC=1C=C(C=C(C1N1CCN(CC1)C)C)C=1C=C2C(=NC1)NC=C2NC2=CC(=CC=C2)C#C 5-(3,5-Dimethyl-4-(4-methylpiperazin-1-yl)phenyl)-N-(3-ethynylphenyl)-1H-pyrrolo[2,3-b]pyridin-3-amine